C1(CC1)CN1N=C2C3=C(CCC2=C1)OC(=C3C)C(=O)NC[C@H]3OCCOC3 2-(Cyclopropylmethyl)-N-[(2R)-1,4-dioxan-2-ylmethyl]-8-methyl-4,5-dihydro-2H-furo[2,3-g]indazole-7-carboxamide